ClC1=C(C=CC=C1)CN1N=C(C=C1C1=CC(=CC(=C1)OC)OC)COC(C(=O)O)(C)C 2-([1-[(2-Chlorophenyl)methyl]-5-(3,5-dimethoxyphenyl)-1H-pyrazol-3-yl]-methoxy)-2-methylpropanoic acid